COCCOC1=C(C=CC(=C1)C(F)(F)F)NC(C(C)C)=O N-(2-(2-methoxyethoxy)-4-(trifluoromethyl)phenyl)-2-methylpropanamide